BrC1=C(C=CC(=C1)F)N1C=NC(=C1)C(=O)N 1-(2-bromo-4-fluorophenyl)-1H-imidazole-4-carboxamide